z-2,2-difluoro-4-(thien-2-yl)but-3-enoic acid ethyl ester C(C)OC(C(\C=C/C=1SC=CC1)(F)F)=O